(5-(6-ethyl-2,6-diazaspiro[3.3]heptan-2-yl)pyridin-2-yl)carboxamide C(C)N1CC2(CN(C2)C=2C=CC(=NC2)C(=O)N)C1